C(C)(C)(C)P(C1=C(C(=CC=C1OC)C)C1=C(C=C(C=C1C(C)C)C(C)C)C(C)C)C(C)(C)C di-tert-butyl[3-methoxy-6-methyl-2',4',6'-tris(propan-2-yl)-[1,1'-biphenyl]-2-yl]phosphane